3-(5-(trifluoromethyl)pyrimidin-2-yl)-3,8-diazabicyclo[3.2.1]octane hydrochloride Cl.FC(C=1C=NC(=NC1)N1CC2CCC(C1)N2)(F)F